N-(5-(7-methoxyimidazo[1,2-a]pyridin-3-yl)pyridin-2-yl)-5-nitrofuran-2-carboxamide COC1=CC=2N(C=C1)C(=CN2)C=2C=CC(=NC2)NC(=O)C=2OC(=CC2)[N+](=O)[O-]